2-methoxy-4-(5-methoxy-3-oxotridecyl)phenolate COC1=C(C=CC(=C1)CCC(CC(CCCCCCCC)OC)=O)[O-]